BrC=1C=C(C=CC1)C(C(F)(F)F)N 1-(3-bromophenyl)-2,2,2-trifluoro-ethanamine